12-Chloro-3-cyclopropyl-9-(2-fluorophenyl)-2,5,8-triazatricyclo[8.4.0.02,6]tetradeca-1(10),3,5,8,11,13-hexaene-4-carboxylic acid ClC1=CC=2C(=NCC3=NC(=C(N3C2C=C1)C1CC1)C(=O)O)C1=C(C=CC=C1)F